IC1=C(C=CC(=C1)C(F)(F)F)C1=C(C=C(C=C1)C(F)(F)F)[Se]C#N 2-iodo-2'-selenocyano-4,4'-bis(trifluoromethyl)-1,1'-biphenyl